[O-]C#N.C1(=CC(O)=CC(O)=C1)C=CC1=CC=C(O)C=C1 resveratrol cyanate